(R)-3-((4-(piperidin-4-yl)phenyl)amino)piperidine-2,6-dione hydrochloride Cl.N1CCC(CC1)C1=CC=C(C=C1)N[C@H]1C(NC(CC1)=O)=O